ClC1=NC(=CC=C1)C=1NC(=CN1)CCC 2-Chloro-6-(5-propyl-1H-imidazol-2-yl)pyridine